N-methyl-1-(oxetane-3-carbonyl)azetidine-3-carboxamide CNC(=O)C1CN(C1)C(=O)C1COC1